FC1=CC(=C(C=C1)N1C(=NC(=C1C)C#CN1CC=CC=C1)C)OC(F)(F)F 1-(4-fluoro-2-trifluoromethoxy-phenyl-2,5-dimethyl-1H-imidazol-4-ylethynyl)-pyridine